CC(CNC(COCCOCCOCCOS(=O)(=O)C1=CC=C(C=C1)C)=O)(C)C 14,14-dimethyl-11-oxo-3,6,9-trioxa-12-azapentadecyl-4-methylbenzenesulfonate